N-[4-methoxy-3-[3-(pyrrolidin-1-yl)propoxy]phenyl]-1-[(4-methoxyphenyl)methyl]-5,5-dimethyl-2-oxopyrrolidine-3-carboxamide COC1=C(C=C(C=C1)NC(=O)C1C(N(C(C1)(C)C)CC1=CC=C(C=C1)OC)=O)OCCCN1CCCC1